Isopentenyl mercaptan C(CC(=C)C)S